OCC1=NC(=NC=C1)[C@@]1(C[C@H]([C@@H]2C[C@H]12)NS(=O)(=O)C)CC=1C=C(C(=CC1)F)C1=C(C(=CC(=C1)F)F)O N-((1R,2R,4R,5s)-4-(4-(hydroxymethyl)pyrimidin-2-yl)-4-((3',5',6-trifluoro-2'-hydroxy-[1,1'-biphenyl]-3-yl)methyl)bicyclo[3.1.0]hexan-2-yl)methanesulfonamide